CC1(CN(C=2C1=NC=CC2)C(=O)N2CC1(CC2)CCN(CC1)CC1=CC=C(C=C1)F)C (3,3-dimethyl-2,3-dihydro-1H-pyrrolo[3,2-b]pyridin-1-yl)(8-(4-fluorobenzyl)-2,8-diazaspiro[4.5]decan-2-yl)methanone